(5-(6-Chloropyridazin-3-yl)-1-oxoisoindolin-2-yl)piperidine-2,6-dione ClC1=CC=C(N=N1)C=1C=C2CN(C(C2=CC1)=O)N1C(CCCC1=O)=O